1-Bromo-7-fluoro-1,2,3,4-tetrahydronaphthalene BrC1CCCC2=CC=C(C=C12)F